5-(2-fluoro-6-methoxyphenyl)-1H-pyrazolo[3,4-c]Pyridine FC1=C(C(=CC=C1)OC)C=1C=C2C(=CN1)NN=C2